FC=1C(=NC(=NC1)NC=1C=NC(=C(C1)OC)N1CCC(CC1)(C)O)NC=1C(=NC2=CC=CC=C2C1)C(=O)N 3-{5-fluoro-2-[6-(4-hydroxy-4-methyl-1-piperidyl)-5-methoxy-3-pyridylamino]-4-pyrimidinylamino}-2-quinolinecarboxamide